(4-(4-cyanophenyl)quinazolin-2-yl)boronic acid C(#N)C1=CC=C(C=C1)C1=NC(=NC2=CC=CC=C12)B(O)O